Benzyl N-[(S)-(4,4-difluorocyclohexyl)-[5-[(R)-oxetan-3-yl-[(4S)-2-oxo-4-(trifluoro-methyl)imidazolidin-1-yl]methyl]-1,3-benzoxazol-2-yl]methyl]carbamate FC1(CCC(CC1)[C@H](NC(OCC1=CC=CC=C1)=O)C=1OC2=C(N1)C=C(C=C2)[C@H](N2C(N[C@@H](C2)C(F)(F)F)=O)C2COC2)F